tert-butyl (S)-(1-cycloheptyl-2-oxo-2-((5-(1,3,4-trimethyl-1H-pyrazol-5-yl)pyridin-2-yl)amino)ethyl)carbamate C1(CCCCCC1)[C@@H](C(NC1=NC=C(C=C1)C1=C(C(=NN1C)C)C)=O)NC(OC(C)(C)C)=O